[I-].C(C(=C)C)(=O)OCCCCC[NH2+]C 5-(methacryloyloxy)pentylmethylammonium iodide